5-(4-(4-(2-aminopyrimidin-5-yl)-6-morpholino-1,3,5-triazin-2-yl)piperazin-1-yl)-5-oxopentanoic acid methyl ester COC(CCCC(=O)N1CCN(CC1)C1=NC(=NC(=N1)C=1C=NC(=NC1)N)N1CCOCC1)=O